tert-butyl 7-bromo-6-fluoro-indole-1-carboxylate BrC=1C(=CC=C2C=CN(C12)C(=O)OC(C)(C)C)F